2-(4-(cyclobutanecarbonyl)-1-methyl-10-oxo-1,4,9-triazaspiro[5.6]dodecan-9-yl)acetic acid C1(CCC1)C(=O)N1CCN(C2(C1)CCN(C(CC2)=O)CC(=O)O)C